(+/-)-1-(7-bromo-3,3-difluoro-5-phenyl-2,3,4,5-tetrahydrobenzo[b]oxepin-9-yl)-3-(p-tolyl)urea BrC1=CC2=C(OCC(C[C@@H]2C2=CC=CC=C2)(F)F)C(=C1)NC(=O)NC1=CC=C(C=C1)C |r|